ClC1=CC=C(C[C@@H]2N(C[C@@H](OC2)COS(=O)(=O)C)C2CCN(CC2)C(=O)OC(C)(C)C)C=C1 tert-butyl 4-((2R,5S)-5-(4-chlorobenzyl)-2-(((methylsulfonyl)oxy)methyl)morpholino)piperidine-1-carboxylate